C(C)(C)(C)C1=CN=C(O1)CSC1=CN=C(S1)NC(=O)C1CCN(CC1)C1CCN(CC1)CC1=CC=C(C=C1)C(C1CC1)N(C(\C(=C/C1=CC=CC=C1)\C#N)=O)C (Z)-N-(5-(((5-(tert-butyl)oxazol-2-yl)methyl)thio)thiazol-2-yl)-1'-(4-((2-cyano-N-methyl-3-phenylacrylamido)(cyclopropyl)methyl)benzyl)-[1,4'-bipiperidine]-4-carboxamide